COC=1C=C(C=CC1OC)C1=CC(=C(C=O)C=C1)B1OC(C(O1)(C)C)(C)C 4-(3,4-dimethoxyphenyl)-2-(4,4,5,5-tetramethyl-1,3,2-dioxaborolan-2-yl)benzaldehyde